CN1CCC(CC1)NC1=C2C=C(N(C2=CC=C1)CC(F)(F)F)C=1SC(=CN1)CNC(C1=CC=CC=C1)=O N-[(2-{4-[(1-methylpiperidin-4-yl)amino]-1-(2,2,2-trifluoroethyl)-1H-indol-2-yl}-1,3-thiazol-5-yl)methyl]benzamide